4,8-bis[3-(dibenzothiophen-4-yl)phenyl]-benzo[H]quinazoline C1=CC=C(C=2SC3=C(C21)C=CC=C3)C=3C=C(C=CC3)C3=NC=NC2=C1C(=CC=C32)C=C(C=C1)C1=CC(=CC=C1)C1=CC=CC3=C1SC1=C3C=CC=C1